ClCCCCCCOCCOCCNC(OC(C)(C)C)=O tert-Butyl (2-(2-((6-chlorohexyl)oxy)ethoxy)ethyl)carbamate